2-iso-propyl-5,6-dihydro-4H-1,3-oxazine C(C)(C)C=1OCCCN1